C(C1=CC=CC=C1)OC=1C(=C(C(=C(C1F)F)F)C=1C(=CC2=C(N(C(C(O2)(F)F)=O)CC2=CC=C(C=C2)OC)C1)F)F 6-[3-(benzyloxy)-2,4,5,6-tetrafluorophenyl]-2,2,7-trifluoro-4-[(4-methoxyphenyl)methyl]-1,4-benzoxazin-3-one